FC1=CC(=C(C=C1)NC1=C(C(=O)N[C@@H]2[C@H](NC(CC2)=O)C)C=C(C=C1)C(F)(F)F)C 2-((4-fluoro-2-methylphenyl)-amino)-N-((2R,3S)-2-methyl-6-oxopiperidin-3-yl)-5-(trifluoromethyl)-benzamide